N-methylcuban-1-amine hydrochloride Cl.CNC12C3C4C5C3C1C5C24